C/C=1/CC[C@H]2C(C[C@@H]2C(CC\C1)=C)(C)C (1R,9S,Z)-4,11,11-trimethyl-8-methylenebicyclo[7.2.0]undec-4-ene